3-(4-fluorophenyl)-N-(5-(methylsulfonyl)-1,3,4-oxadiazol-2-yl)acrylamide FC1=CC=C(C=C1)C=CC(=O)NC=1OC(=NN1)S(=O)(=O)C